2,8,9-trimethyl-7-(3-thiomorpholino-7,8-dihydro-1,6-naphthyridin-6(5H)-yl)-4H-pyrimido[1,2-b]pyridazin-4-one CC=1N=C2N(N=C(C(=C2C)C)N2CC=3C=C(C=NC3CC2)N2CCSCC2)C(C1)=O